CNC(=O)C1=NC=C(C=C1)N1CCN(CC1)CC=1C=NC=2C=C(C(NC2C1)=O)C1CC1 N-methyl-5-(4-((7-cyclopropyl-6-oxo-5,6-dihydro-1,5-naphthyridin-3-yl)methyl)piperazin-1-yl)pyridineamide